(4-butylphenyl)-amine C(CCC)C1=CC=C(C=C1)N